FC1=CC(=C2C=C(N(C2=C1)CCNC1=NC=NC(=C1)C1=CC=C(C=C1)C1=CC(=NO1)C)C)OC [2-(6-Fluoro-4-methoxy-2-methyl-indol-1-yl)-ethyl]-{6-[4-(3-methyl-isoxazol-5-yl)-phenyl]-pyrimidin-4-yl}-amine